C1(CC1)CN1N=CC(=C1)C1=CC=C(C=N1)CC=1C=C2C(N(C=NC2=C(C1C)C)[C@@H]1[C@H](COCC1)O)=O 6-((6-(1-(cyclopropylmethyl)-1H-pyrazol-4-yl)pyridin-3-yl)methyl)-3-((3R,4S)-3-hydroxytetrahydro-2H-pyran-4-yl)-7,8-dimethylquinazolin-4(3H)-one